ClC=1NC(C2=C(C1)N(N=C2)C2CCCCC2)=O 6-chloro-1-cyclohexyl-1,5-dihydro-4H-pyrazolo[3,4-d]pyridin-4-one